N[C@H](C)C1=CC=C2C(=N1)N(C(=C2)C2=NC1=C(N2C)C(=CC(=C1)C(=O)OC)F)CC(C=C)(F)F methyl (R)-2-(6-(1-aminoethyl)-1-(2,2-difluorobut-3-en-1-yl)-1H-pyrrolo[2,3-b]pyridin-2-yl)-7-fluoro-1-methyl-1H-benzo[d]imidazole-5-carboxylate